C(C1=CC=CC=C1)C=1C=NC(=NC1)C1CN(CC1)C1=CN=C2N1N=CC(=C2)C=2C=NN(C2)C 3-(3-(5-benzylpyrimidin-2-yl)pyrrolidin-1-yl)-7-(1-methyl-1H-pyrazol-4-yl)imidazo[1,2-b]pyridazine